FC1=CC=C(C=C1)N1C(NC=C(C1=O)C(=O)OCC)=O ethyl 3-(4-fluorophenyl)-2,4-dioxo-1,2,3,4-tetrahydropyrimidine-5-carboxylate